C1(CC1)N1C(C(=CC=C1)C(=O)O)=O cyclopropyl-2-oxo-1,2-dihydropyridine-3-carboxylic acid